phosphonium bis(fluorosulfonyl)amide FS(=O)(=O)[N-]S(=O)(=O)F.[PH4+]